(3S,3'S,4S,4'S)-1,1'-(bicyclo[2.2.1]heptane-1,4-dicarbonyl)bis(N3,N4-bis((1S,2R)-2-phenylcyclopropyl)pyrrolidine-3,4-dicarboxamide) C12(CCC(CC1)(C2)C(=O)N2C[C@H]([C@@H](C2)C(=O)NC2C(C2)C2=CC=CC=C2)C(=O)N[C@@H]2[C@H](C2)C2=CC=CC=C2)C(=O)N2C[C@H]([C@@H](C2)C(=O)N[C@@H]2[C@H](C2)C2=CC=CC=C2)C(=O)N[C@@H]2[C@H](C2)C2=CC=CC=C2